tert-butyl (2S,4S)-4-((7-bromo-8-hydroxyquinoxalin-2-yl)amino)-2-((3-hydroxypropyl)carbamoyl)piperidine-1-carboxylate BrC1=CC=C2N=CC(=NC2=C1O)N[C@@H]1C[C@H](N(CC1)C(=O)OC(C)(C)C)C(NCCCO)=O